CC1(\C(\C(C1)=O)=C/C1=C(C=CC=C1)C=1N=CN(C1)C(C1=CC=CC=C1)(C1=CC=CC=C1)C1=CC=CC=C1)C (e)-3,3-dimethyl-2-(2-(1-trityl-1H-imidazol-4-yl)benzylidene)cyclobutan-1-one